C(C)(=O)O.C(C)(=O)O.C(C)(=O)O.NCC=1C=NC=CNC1 6-(amino)methyl-1,4-diazepin triacetat